C(#N)CC1CC(C1)(C1=NN=CN1C)C=1C=C(C=CC1)NC(=O)C1=CC(=C2C(=N1)C(CC2)(C)C)CNC2CCCCC2 N-(3-((1s,3s)-3-(cyanomethyl)-1-(4-methyl-4H-1,2,4-triazol-3-yl)cyclobutyl)phenyl)-4-((cyclohexylamino)methyl)-7,7-dimethyl-6,7-dihydro-5H-cyclopenta[b]pyridine-2-carboxamide